N-(bis(4-(tributylsilyl)phenyl)phosphaneyl)-1,1-bis(dibenzo[b,d]furan-4-yl)-N-phenylphosphanamine C(CCC)[Si](C1=CC=C(C=C1)P(N(P(C1=CC=CC2=C1OC1=C2C=CC=C1)C1=CC=CC2=C1OC1=C2C=CC=C1)C1=CC=CC=C1)C1=CC=C(C=C1)[Si](CCCC)(CCCC)CCCC)(CCCC)CCCC